C(C)(C)(C)OC(=O)N1CCC(CC1)(F)CCN1[C@H](CN(CC1)C(=O)OCC1=CC=CC=C1)C benzyl (3S)-4-[2-(1-tert-butoxycarbonyl-4-fluoro-4-piperidinyl) ethyl]-3-methyl-piperazine-1-carboxylate